ethyl 1-((6-cyclopropyl-8-(hydroxymethyl)imidazo[1,2-a]pyridin-2-yl)methyl)-1H-1,2,3-triazole-4-carboxylate C1(CC1)C=1C=C(C=2N(C1)C=C(N2)CN2N=NC(=C2)C(=O)OCC)CO